2-chloro-5-fluoro-4-(methoxy-d3)-6-methylpyrimidine ClC1=NC(=C(C(=N1)OC([2H])([2H])[2H])F)C